ClC1=C(C(=CC(=C1)F)F)CC(CNC(=O)C1=NN(C(N1)=O)C)C1CC1 N-(3-(2-chloro-4,6-difluorophenyl)-2-cyclopropylpropyl)-1-methyl-5-oxo-4,5-dihydro-1H-1,2,4-triazole-3-carboxamide